C(C)(C)N1C2=NC(=NC(=C2N=C1)N)NC1CNCC1 9-isopropyl-N2-(pyrrolidin-3-yl)-9H-purine-2,6-diamine